C(N)(=O)C1=C(C(=C(S1)NC(C(CC)C1=CC=C(C=C1)C(F)(F)F)=O)C(=O)OC)C methyl 5-carbamoyl-4-methyl-2-(2-(4-(trifluoromethyl)phenyl)butanamido)thiophene-3-carboxylate